O=C1NC=C(CN1)C(=O)OCC ethyl 2-oxo-1,2,3,4-tetrahydropyrimidine-5-carboxylate